cyanobenzoxazole C(#N)C=1OC2=C(N1)C=CC=C2